2,2'-ethylenebis[6-(1,1-dimethylethyl)-4-(1-methylpropyl)phenol] C(CC1=C(C(=CC(=C1)C(CC)C)C(C)(C)C)O)C1=C(C(=CC(=C1)C(CC)C)C(C)(C)C)O